N,N'-di(2,6-dimethylphenyl)-carbodiimide CC1=C(C(=CC=C1)C)N=C=NC1=C(C=CC=C1C)C